C(C)(C)(C)OC(=O)N1CCC(CC1)NC1=C(C=C(C=C1C)C=1C=C(C=2N(C1)N=CN2)C)N 4-((2-amino-6-methyl-4-(8-methyl-[1,2,4]triazolo[1,5-a]pyridin-6-yl)phenyl)amino)piperidine-1-carboxylic acid tert-butyl ester